2-(4-cyclopropyl-6-methoxypyrimidin-5-yl)-4-((2-(trifluoromethyl)-6,7-dihydro-5H-benzo[e]imidazo[1,2-c][1,3]diazepin-9-yl)methyl)oxazolo[5,4-c]pyridine C1(CC1)C1=NC=NC(=C1C=1OC=2C(=NC=CC2N1)CC1=CC2=C(C=3N(CNC2)C=C(N3)C(F)(F)F)C=C1)OC